C1(CCCCC1)C1=CC=C(CN(C(=O)[C@@H]2N(CC2)S(=O)(=O)C2=C(C(=C(C(=C2F)F)F)F)F)C2=CC=C3C=NN(C3=C2F)C(C2=CC=CC=C2)(C2=CC=CC=C2)C2=CC=CC=C2)C=C1 (R)-N-(4-cyclohexylbenzyl)-N-(7-fluoro-1-trityl-1H-indazol-6-yl)-1-((perfluorophenyl)sulfonyl)azetidine-2-carboxamide